ClC1=C(C=CC(=C1)Cl)C=1CCCC2=C(C1C1=CC=C(C=C1)O[C@@H]1CN(CC1)CCCF)C=CC(=C2)N2C(C(=CC2)OC)=O (S)-1-(8-(2,4-dichlorophenyl)-9-(4-((1-(3-fluoropropyl)pyrrolidin-3-yl)oxy)phenyl)-6,7-dihydro-5H-benzo[7]annulen-3-yl)-3-methoxy-1,5-dihydro-2H-pyrrol-2-one